C(C(C)C)C1=CC(=C(C#N)C=C1)N1CCN(CC1)CC1=CC=NN1C 4-isobutyl-2-(4-((1-methyl-1H-pyrazol-5-yl)methyl)piperazin-1-yl)benzonitrile